2-(2-(1-benzhydryl-azetidin-3-ylidene)-2-chloroethyl)isoindoline-1,3-dione C(C1=CC=CC=C1)(C1=CC=CC=C1)N1CC(C1)=C(CN1C(C2=CC=CC=C2C1=O)=O)Cl